26-Hydroxycholest-4-en OCC(C)CCC[C@@H](C)[C@H]1CC[C@H]2[C@@H]3CCC4=CCCC[C@]4(C)[C@H]3CC[C@]12C